FC1=CC=CC=2N(C(OC21)=O)C 7-fluoro-3-methyl-2-oxo-2,3-dihydro-1,3-benzoxazol